N-cyclopentyl-4-((2R,3S)-1-(2-fluoro-6-methylbenzoyl)-3-((4-methyl-3-(trifluoromethyl)phenyl)-carbamoyl)piperidin-2-yl)benzenaminium (1S)-(+)-10-camphorsulfonate [C@]12(C(=O)CC(CC1)C2(C)C)CS(=O)(=O)[O-].C2(CCCC2)[NH2+]C2=CC=C(C=C2)[C@@H]2N(CCC[C@@H]2C(NC2=CC(=C(C=C2)C)C(F)(F)F)=O)C(C2=C(C=CC=C2C)F)=O